F[C@H]1C[C@@H](N(C1)C1CCNCC1)C(=O)NC=1C=CC=C2C(=CNC12)C1=NC(=NC=C1F)NC=1C(=NN(C1)C)OC (2R,4S)-4-Fluoro-N-(3-(5-fluoro-2-((3-methoxy-1-methyl-1H-pyrazol-4-yl)amino)pyrimidine-4-yl)-1H-indol-7-yl)-1-(piperidin-4-yl)pyrrolidine-2-carboxamide